ClC1=C(C(=CC=C1C1CC1)Cl)[C@@H](C)N1C=NC=2C=NC(=CC21)C2=CSC=C2 (R)-1-(1-(2,6-dichloro-3-cyclopropylphenyl)ethyl)-6-(thiophen-3-yl)-1H-imidazo[4,5-c]pyridine